Cl.Cl.NC1=C(C=C(N=N1)C1=C(C=CC=C1)O)N1CC2CCC(C1)N2C2=CC(=NC=C2)OC2CC(C2)OC2CCNCC2 2-[6-amino-5-[8-[2-[3-(4-piperidyloxy)cyclobutoxy]-4-pyridyl]-3,8-diazabicyclo[3.2.1]octan-3-yl]pyridazin-3-yl]phenol dihydrochloride